9-(1H-benzotriazol-1-ylmethyl)-9H-Carbazole N1(N=NC2=C1C=CC=C2)CN2C1=CC=CC=C1C=1C=CC=CC21